1-(3-(tert-butyl)-1-(2-(dimethylamino)ethyl)-1H-pyrazol-5-yl)-3-(2-(methylthio)-4-((3-oxo-3,4-dihydropyrido[2,3-b]pyrazin-8-yl)oxy)phenyl)urea C(C)(C)(C)C1=NN(C(=C1)NC(=O)NC1=C(C=C(C=C1)OC1=CC=NC=2NC(C=NC21)=O)SC)CCN(C)C